CN(C)CC=1C=C(C=CC1)CS(=O)(N)=NC(NC1=C2CCCC2=CC=2CCCC12)=O 1-(3-((dimethylamino)methyl)phenyl)-N'-((1,2,3,5,6,7-hexahydro-s-indacen-4-yl)carbamoyl)methane-sulfonimidamide